3-(1-amino-2-methylpropan-2-yl)-N-(2-oxo-2-((4-(3-(2-(trifluoromethyl)pyridin-4-yl)phenyl)thiazol-2-yl)amino)ethyl)benzamide NCC(C)(C)C=1C=C(C(=O)NCC(NC=2SC=C(N2)C2=CC(=CC=C2)C2=CC(=NC=C2)C(F)(F)F)=O)C=CC1